4-(3-Acetyl-6-amino-5-(ethoxycarbonyl)-2-methyl-4H-pyran-4-yl)benzoic Acid C(C)(=O)C1=C(OC(=C(C1C1=CC=C(C(=O)O)C=C1)C(=O)OCC)N)C